4-(2-((6-(trifluoromethoxy)pyridin-3-yl)amino)pyridin-3-yl)piperidin FC(OC1=CC=C(C=N1)NC1=NC=CC=C1C1CCNCC1)(F)F